4-[[1-(2,6-dioxo-3-piperidyl)-3-methyl-2-oxo-benzimidazol-5-yl]amino]-N-[5-fluoro-7-hydroxy-6-(1,1,4-trioxo-1,2,5-thiadiazolidin-2-yl)-2-naphthyl]benzamide O=C1NC(CCC1N1C(N(C2=C1C=CC(=C2)NC2=CC=C(C(=O)NC1=CC3=CC(=C(C(=C3C=C1)F)N1S(NC(C1)=O)(=O)=O)O)C=C2)C)=O)=O